4-((2,6-dichloro-2'-(trifluoromethoxy)-[1,1'-biphenyl]-4-yl)amino)-3-(4-(methylsulfonyl)phenyl)-4-oxobutanoic acid ClC1=C(C(=CC(=C1)NC(C(CC(=O)O)C1=CC=C(C=C1)S(=O)(=O)C)=O)Cl)C1=C(C=CC=C1)OC(F)(F)F